N-(5-Chloro-6-(difluoromethoxy)pyridin-3-yl)-1-(isochinolin-4-yl)-5-(trifluoromethyl)-1H-pyrazol-4-carboxamid ClC=1C=C(C=NC1OC(F)F)NC(=O)C=1C=NN(C1C(F)(F)F)C1=CN=CC2=CC=CC=C12